O1CC[C@@H](C2=CC=CC=C12)NC(=O)C=1C=NC2=C(N=CC(=C2C1N1CCOCC1)OC)C1=C(C(=CC(=C1)F)F)F N-[(4S)-chroman-4-yl]-8-(2,3,5-trifluorophenyl)-5-methoxy-4-(morpholin-4-yl)-1,7-naphthyridine-3-carboxamide